C(C)OC(C(N1N=C2C=C(C=C(C2=C1)F)C1=CC(=C(C=C1)N1CCOCC1)F)C1=C2N(C=N1)CCC2)=O 2-(6,7-dihydro-5H-pyrrolo[1,2-c]imidazol-1-yl)-2-(4-fluoro-6-(3-fluoro-4-morpholinylphenyl)-2H-indazol-2-yl)acetic acid ethyl ester